1-(5-Chloro-4,6-dimethylisoxazolo[5,4-b]pyridin-3-yl)-3-(3-chlorophenyl)urea ClC=1C(=C2C(=NC1C)ON=C2NC(=O)NC2=CC(=CC=C2)Cl)C